C1(CCCC1)N(S(=O)(=O)C1=CC(=CC=C1)CC(C)C)CC=1C=C2CCCN(C2=CC1)CC N-cyclopentyl-N-((1-ethyl-1,2,3,4-tetrahydroquinolin-6-yl)methyl)-3-isobutyl-benzenesulfonamide